melamine diphenylphosphinate C1(=CC=CC=C1)P(O)(=O)C1=CC=CC=C1.N1=C(N)N=C(N)N=C1N